(2S)-N-[(2S,4S,5S)-5-[[2-(2,6-dimethylphenoxy)acetyl]amino]-4-hydroxy-1,6-diphenylhexan-2-yl]-3-methyl-2-(2-oxo-1,3-diazinan-1-yl)butanamide CC1=C(OCC(=O)N[C@H]([C@H](C[C@H](CC2=CC=CC=C2)NC([C@H](C(C)C)N2C(NCCC2)=O)=O)O)CC2=CC=CC=C2)C(=CC=C1)C